C(#N)C=1C(=NC(=NC1)NC=1C=C(C(=NC1OCC(F)(F)F)N(C)CCN(C)C)NC(C=C)=O)C1=CN(C2=CC=CC=C12)C1CC1 N-(5-((5-Cyano-4-(1-cyclopropyl-1H-indol-3-yl)pyrimidin-2-yl)amino)-2-((2-(dimethylamino)ethyl)(methyl)amino)-6-(2,2,2-trifluoroethoxy)pyridin-3-yl)acrylamide